OC[C@H](C[C@H]1C(NCC1)=O)NC([C@H](CC(C)C)NC(O[C@H](C(C)(C)C1=CC(=CC=C1)Cl)C1=CC=CC=C1)=O)=O (S)-2-(3-chlorophenyl)-2-methyl-1-phenylpropyl ((S)-1-(((S)-1-hydroxy-3-((S)-2-oxopyrrolidin-3-yl)propan-2-yl)amino)-4-methyl-1-oxopentan-2-yl)carbamate